(2R)-4,4-difluoro-N-{4-[5-fluoro-3-(4-fluoropyridin-2-yl)-1H-pyrrolo[3,2-b]pyridin-2-yl]pyridin-2-yl}-2-(4-fluorophenyl)butanamide FC(C[C@@H](C(=O)NC1=NC=CC(=C1)C1=C(C2=NC(=CC=C2N1)F)C1=NC=CC(=C1)F)C1=CC=C(C=C1)F)F